2-((4-(chlorodifluoromethoxy)phenyl)amino)nicotinamide ClC(OC1=CC=C(C=C1)NC1=C(C(=O)N)C=CC=N1)(F)F